C[C@H]1CC[C@H]([C@H]2[C@]13[C@@H]2[C@@](CC3)(C)O)C(C)C The molecule is a sesquiterpenoid consisting of octahydro-1H-cyclopenta[1,3]cyclopropa[1,2]benzen-3-ol carrying two additional methyl substituents at positions 3 and 7 as well as an isopropyl substituent at position 4 (the 3S,3aR,3bR,4S,7S,7aR diastereomer). It is a carbotricyclic compound, a sesquiterpenoid and a tertiary alcohol.